C(C)(=O)OCCCCC\C=C\CCCCC (E)-6-Dodecenyl acetate